C[C@@H]1CC[C@H]([C@@H](C1)OC(=O)CCC(=O)O)C(C)C succinic acid (-)-menthyl ester